C(C)OC(=O)C=1C(=NC=2CN(CCC2C1O)CC1=CC=CC=C1)O 7-benzyl-2,4-dihydroxy-5,6,7,8-tetrahydro-1,7-naphthyridine-3-carboxylic acid ethyl ester